C(C)(C)C1=NC=CC(=C1)N 2-isopropylpyridin-4-amine